9,9',9'',9'''-(5-(benzo[d]oxazol-2-yl)-6-cyanobenzene-1,2,3,4-tetrayl)tetrakis(9H-carbazole-3-carbonitrile) O1C(=NC2=C1C=CC=C2)C=2C(=C(C(=C(C2C#N)N2C1=CC=CC=C1C=1C=C(C=CC21)C#N)N2C1=CC=CC=C1C=1C=C(C=CC21)C#N)N2C1=CC=CC=C1C=1C=C(C=CC21)C#N)N2C1=CC=CC=C1C=1C=C(C=CC21)C#N